COCOC1=C(C=CC2=C1CCO2)B2OC(C(O2)(C)C)(C)C 2-(4-(methoxymethoxy)-2,3-dihydrobenzofuran-5-yl)-4,4,5,5-tetramethyl-1,3,2-dioxaborolane